CC1=C(C(=O)O)C=CC(=C1C)[N+](=O)[O-] 2,3-dimethyl-4-nitrobenzoic acid